N-(3-(5-(2-aminopyrimidin-4-yl)-2-(tert-butyl)thiazol-4-yl)-5-chloro-2-fluorophenyl)-5-fluoro-2-methylbenzenesulfonamide NC1=NC=CC(=N1)C1=C(N=C(S1)C(C)(C)C)C=1C(=C(C=C(C1)Cl)NS(=O)(=O)C1=C(C=CC(=C1)F)C)F